C(C)(=O)N1CCC(CC1)NCC=1C=CC(=NC1OC)C=1C(=C(C=CC1)C1=C(C(=NC=C1)C1=CC(=C(CN2CC3(C2)CC(C3)C(=O)O)C=C1)OC)Cl)Cl 2-(4-(4-(3-(5-(((1-acetylpiperidin-4-yl)amino)methyl)-6-methoxypyridin-2-yl)-2-chlorophenyl)-3-chloropyridin-2-yl)-2-methoxybenzyl)-2-azaspiro[3.3]heptane-6-carboxylic acid